N1N=NC2=C1C=CC(=C2)N 1H-benzo[d][1,2,3]triazol-5-amine